NC=1C(=NC(=C(N1)OC)C=1C2=C(C=NC1)N(C=N2)C)C(=O)OC Methyl 3-amino-5-methoxy-6-(3-methylimidazolo[4,5-c]pyridin-7-yl)pyrazine-2-carboxylate